(20S)-9-hydroxy-3-ketopregn-4-ene O[C@@]12[C@]3(CCC(C=C3CC[C@H]1[C@@H]1CC[C@H](CC)[C@]1(CC2)C)=O)C